2-bromo-4-chloro-2,3-dihydro-1H-inden-1-one BrC1C(C2=CC=CC(=C2C1)Cl)=O